BrC=1C=C2C(=NN(C(C2=CC1)=O)CC(=O)NC1=NC=C(C=N1)F)OC1C(C1)(F)F 2-[6-bromo-4-[2,2-difluorocyclopropyl]oxy-1-oxophthalazin-2-yl]-N-(5-fluoropyrimidin-2-yl)acetamide